tert-butyl 6-(3-(((1r,4r)-4-(5-chloro-2-methylnicotinamido)cyclohexyl)methyl)-2-oxo-2,3-dihydro-1H-benzo[d]imidazol-1-yl)-3,4-dihydroisoquinoline-2(1H)-carboxylate ClC=1C=NC(=C(C(=O)NC2CCC(CC2)CN2C(N(C3=C2C=CC=C3)C=3C=C2CCN(CC2=CC3)C(=O)OC(C)(C)C)=O)C1)C